FC(C1=CC=C(CO[C@H]2[C@@H](CNC2)NC2=NC=C(C=N2)C#N)C=C1)(F)F 2-((3R,4R)-4-(4-(trifluoromethyl)benzyloxy)pyrrolidin-3-ylamino)pyrimidine-5-carbonitrile